P(O)(O)O.P(O)(O)O.P(O)(O)O.C(CCCCCCCCCCCC)C(C(C(C(C1=C(C=C(C(=C1)C(C)(C)C)O)C)(C1=C(C=C(C(=C1)C(C)(C)C)O)C)CCCCCCCCCCCCC)(CCCCCCCCCCCCC)CCCCCCCCCCCCC)(C1=C(C=C(C(=C1)C(C)(C)C)O)C)CCCCCCCCCCCCC)CCCCCCCCCCCCC hexa(tridecyl)1,1,3-tris(2-methyl-5-tert-butyl-4-hydroxyphenyl)butane triphosphite